2-(2-(2-(2-((2-(2,6-Dioxopiperidin-3-yl)-1,3-dioxoisoindolin-5-yl)amino)ethoxy)ethoxy)ethoxy)ethyl 4-methylbenzenesulfonate CC1=CC=C(C=C1)S(=O)(=O)OCCOCCOCCOCCNC=1C=C2C(N(C(C2=CC1)=O)C1C(NC(CC1)=O)=O)=O